1-{N-[2-(dimethylamino)ethyl]-2-aminobenzo[d]thiazol-6-yl}-3-(4-chlorophenyl)urea CN(CCN1C(SC2=C1C=CC(=C2)NC(=O)NC2=CC=C(C=C2)Cl)N)C